FC1=CC=C(C=C1)NS(=O)(=O)C=1C=C(C(=O)NC2=CC(=C(S2)C(=O)OCC)C)C=CC1 ethyl 5-(3-(N-(4-fluorophenyl)sulfamoyl)benzamido)-3-methylthiophene-2-carboxylate